C(C=C)(=O)OCC1CCC(CC1)CO (4-hydroxymethylcyclohexyl)methyl acrylate